(3-methoxypyrrolidin-3-yl)methanol hydrochloride Cl.COC1(CNCC1)CO